CN(C(=O)C1=CC=C(C=C1)C=1C=C(C=NC1)C1=CC(=NC=C1)C(=O)N(C)C)C 5-(4-(dimethylcarbamoyl)phenyl)-N,N-dimethyl-[3,4'-bipyridine]-2'-carboxamide